NC(C(CCC(=O)OC(C)(C)C)N1C(C2=C(C(=CC=C2C1)COC(NC1=CC=C(C=C1)OC1=CC=CC=C1)=O)OC=1C=NC=CC1)=O)=O tert-butyl 5-amino-5-oxo-4-(1-oxo-6-((((4-phenoxyphenyl)carbamoyl)oxy)methyl)-7-(pyridin-3-yloxy)isoindolin-2-yl)pentanoate